ClC=1C(=C(C(=CC1)C(F)F)C1=CN=C(C(=N1)C(=O)NC=1C=NN(C1)CC1=NC=C(C(=N1)C)N1C([C@@H]2C[C@@H]2C1)=O)C)F 6-(3-chloro-6-(difluoromethyl)-2-fluorophenyl)-3-methyl-N-(1-((4-methyl-5-((1r,5s)-2-oxo-3-azabicyclo[3.1.0]hex-3-yl)pyrimidin-2-yl)methyl)-1H-pyrazol-4-yl)pyrazine-2-carboxamide